2-amino-4-((1-hydroxyhexane-3-yl)amino)-6-(4-(piperazine-1-carbonyl)benzyl)pyrimidine NC1=NC(=CC(=N1)NC(CCO)CCC)CC1=CC=C(C=C1)C(=O)N1CCNCC1